CN(S(O)(=O)=O)CCC.CCC(C)(C(=C=O)C(C)C)[Si](C)(C)C methyl-(trimethylsilyl)diisopropylketene N-methyl-N-propylsulfamate